FC1CN(C1)CCC1=NN(C(C(=C1C)C)=O)[C@H](C(=O)O)CC(C)C (S)-2-(3-(2-(3-fluoroazetidin-1-yl)ethyl)-4,5-dimethyl-6-oxopyridazine-1(6H)-yl)-4-methylpentanoic acid